5-(1,4-dimethyl-1H-1,2,3-triazol-5-yl)pyridin-2-amine CN1N=NC(=C1C=1C=CC(=NC1)N)C